COC=1C=C2CCCN(C2=CC1OC)C(=O)C=1C=CC=2N(C1)C(=CN2)C=2C=CC(=NC2)NC(OC)=O methyl N-[5-[6-(6,7-dimethoxy-3,4-dihydro-2H-quinoline-1-carbonyl)imidazo[1,2-a]pyridin-3-yl]-2-pyridyl]carbamate